2-[2-(4-bromophenyl)-ethoxy]tetrahydropyran 3-[(3S,4S)-4-[4-amino-3-(4-phenoxyphenyl)pyrazolo[3,4-d]pyrimidin-1-yl]-3-fluoro-1-piperidyl]azetidine-1-carboxylate NC1=C2C(=NC=N1)N(N=C2C2=CC=C(C=C2)OC2=CC=CC=C2)[C@@H]2[C@H](CN(CC2)C2CN(C2)C(=O)O)F.BrC2=CC=C(C=C2)CCOC2OCCCC2